COC1=CC=2C3=C(C(=NC2C=C1OCCCN1CCCC1)C1CCOCC1)CC(N3)(C)C 8-methoxy-2,2-dimethyl-7-(3-(pyrrolidin-1-yl)propoxy)-4-(tetrahydro-2H-pyran-4-yl)-2,3-dihydro-1H-pyrrolo[3,2-c]quinoline